methyl 2-(3-bromo-2-fluorophenyl)-6,6-dimethyl-7-(methylamino)heptanoate BrC=1C(=C(C=CC1)C(C(=O)OC)CCCC(CNC)(C)C)F